2-(6-(benzyloxy)-1-(4-(4-(dimethoxymethyl)piperidin-1-yl)phenyl)-3,4-dihydronaphthalen-2-yl)propan-2-ol C(C1=CC=CC=C1)OC=1C=C2CCC(=C(C2=CC1)C1=CC=C(C=C1)N1CCC(CC1)C(OC)OC)C(C)(C)O